COC1C(CCC1)N[C@H]1[C@H](CCCC1)OC=1C=C2CN(C(C2=CC1)=O)C1C(NC(CC1)=O)=O 3-(5-(((1S,2R)-2-((2-methoxycyclopentyl)amino)cyclohexyl)oxy)-1-oxoisoindolin-2-yl)piperidine-2,6-dione